(2S)-4-[2-(4-chloro-3-fluorophenoxy)acetamido]-2-hydroxy-N-{[5-(trifluoromethyl)pyridin-2-yl]methyl}bicyclo[2.2.2]octane-1-carboxamide ClC1=C(C=C(OCC(=O)NC23C[C@@H](C(CC2)(CC3)C(=O)NCC3=NC=C(C=C3)C(F)(F)F)O)C=C1)F